ClC1=C(OCC2=NN=C(O2)S)C=CC(=C1)Cl 5-((2,4-dichlorophenoxy)methyl)-2-mercapto-1,3,4-oxadiazole